benzo[d][1,3]dioxazol-4-amine O1NOC2=C1C=CC=C2N